Cl.ClC1=NC(=CC(=C1)[C@@H]1COC[C@H](N1)CO)C1=CC=2N(C=C1)C=CN2 ((3R,5R)-5-(2-chloro-6-(imidazo[1,2-a]pyridin-7-yl)pyridin-4-yl)morpholin-3-yl)methanol HCl